6-chloro-N-[4-(3-chloro-phenoxy)cyclohexyl]pyridazine-3-carboxamide ClC1=CC=C(N=N1)C(=O)NC1CCC(CC1)OC1=CC(=CC=C1)Cl